2-((4-bromophenyl)(phenylamino)methyl)cyclohexan-1-one BrC1=CC=C(C=C1)C(C1C(CCCC1)=O)NC1=CC=CC=C1